3-[2,6-difluoro-3-[[cyclopropyl(methyl)sulfamoyl]amino]benzoyl]-5-[4-(4-formyl-1-piperidyl)phenyl]-1H-pyrrolo[2,3-b]pyridine FC1=C(C(=O)C2=CNC3=NC=C(C=C32)C3=CC=C(C=C3)N3CCC(CC3)C=O)C(=CC=C1NS(N(C)C1CC1)(=O)=O)F